((2S)-3-(4-chlorophenyl)-1-(((2S)-4-(ethylamino)-3-hydroxy-4-oxo-1-((S)-2-oxopyrrolidin-3-yl)butan-2-yl)amino)-1-oxopropan-2-yl)carbamic acid ClC1=CC=C(C=C1)C[C@@H](C(=O)N[C@@H](C[C@H]1C(NCC1)=O)C(C(=O)NCC)O)NC(O)=O